methyl (E)-3-(1-methyl-5-((E)-3-oxo-3-(pyrazin-2-yl)prop-1-en-1-yl)-1H-pyrrol-2-yl)acrylate CN1C(=CC=C1\C=C\C(C1=NC=CN=C1)=O)/C=C/C(=O)OC